4-(2'-fluoro-[1,1'-biphenyl]-4-yl)-N-(3-oxo-3,4-dihydro-2H-benzo[b][1,4]oxazin-7-yl)butanamide FC1=C(C=CC=C1)C1=CC=C(C=C1)CCCC(=O)NC=1C=CC2=C(OCC(N2)=O)C1